2-[[4-[6-[(6-carbamoyl-2-fluoro-3-pyridyl)methoxy]-2-pyridyl]-2,5-difluoro-phenyl]methyl]-3-[[(2S)-oxetan-2-yl]methyl]benzimidazole-5-carboxylic acid C(N)(=O)C1=CC=C(C(=N1)F)COC1=CC=CC(=N1)C1=CC(=C(C=C1F)CC=1N(C2=C(N1)C=CC(=C2)C(=O)O)C[C@H]2OCC2)F